4'-(4-amino-1-(piperidin-4-ylmethyl)-1H-pyrazolo[3,4-d]pyrimidin-3-yl)biphenyl-3-carbonitrile NC1=C2C(=NC=N1)N(N=C2C2=CC=C(C=C2)C2=CC(=CC=C2)C#N)CC2CCNCC2